5,5-bis(2-butyloctyl)-(2,2-bithiophene)-4,4'-dicarboxylate C(CCC)C(CC1(C(C=C(S1)C=1SC=C(C1)C(=O)[O-])C(=O)[O-])CC(CCCCCC)CCCC)CCCCCC